tert-Butyl 6-chloro-3-(3-((6-fluoronaphthalen-1-yl)oxy)propyl)-1-(2-(piperazin-1-yl)ethyl)-7-(1,3,5-trimethyl-1H-pyrazol-4-yl)-1H-indole-2-carboxylate ClC1=CC=C2C(=C(N(C2=C1C=1C(=NN(C1C)C)C)CCN1CCNCC1)C(=O)OC(C)(C)C)CCCOC1=CC=CC2=CC(=CC=C12)F